2-amino-4-(hydroxymethyl)-1-(3-methoxy-2,6-dimethylphenyl)-5-methylpyrrolo[2,3-b]pyridine-3-carbonitrile NC1=C(C=2C(=NC=C(C2CO)C)N1C1=C(C(=CC=C1C)OC)C)C#N